C(#N)C1=CC(=C(CNC(=O)[C@]2(C=3C=CC=NC3[C@H](CC2)O)F)C=C1)F (5S,8S)-N-(4-cyano-2-fluorobenzyl)-5-fluoro-8-hydroxy-5,6,7,8-tetra-hydroquinoline-5-carboxamide